4-amino-N-((3S)-5,6-dichloro-2,3-dihydro-1-benzofuran-3-yl)-7-fluoro-N,1-dimethyl-1H-pyrazolo[4,3-c]quinoline-8-carboxamide NC1=NC=2C=C(C(=CC2C2=C1C=NN2C)C(=O)N(C)[C@@H]2COC1=C2C=C(C(=C1)Cl)Cl)F